propyl-trimethylammonium formate C(=O)[O-].C(CC)[N+](C)(C)C